2-Chloro-5-{[(2,2-dimethylpropanoyl)amino]methyl}-N-{1-[4-methoxy-3-(trifluoromethyl)phenyl]-1H-indazol-4-yl}benzamide ClC1=C(C(=O)NC2=C3C=NN(C3=CC=C2)C2=CC(=C(C=C2)OC)C(F)(F)F)C=C(C=C1)CNC(C(C)(C)C)=O